4,4'-Butyliden-bis-(2-t-butyl-5-methylphenol) C(CCC)(C1=CC(=C(C=C1C)O)C(C)(C)C)C1=CC(=C(C=C1C)O)C(C)(C)C